C1(=CC=C(C=C1)N(C1=CC=C(C=C1)C)C1=CC=C(C=C1)C1(CCCCC1)C1=CC=C(C=C1)N(C1=CC=C(C=C1)C)C1=CC=C(C=C1)C)C 1,1-bis[4-(N,N-di-4-tolylamino)phenyl]cyclohexane